melamine pyrrolate N1C(=CC=C1)C(=O)O.N1=C(N)N=C(N)N=C1N